C(C)(C)C1=NC=C(C=C1)B1OC(C(O1)(C)C)(C)C 2-Isopropyl-5-(4,4,5,5-tetramethyl-1,3,2-dioxaborolan-2-yl)pyridine